(octahydropyrrolo[3,4-c]pyrrol-1-yl)methanol C1(NCC2C1CNC2)CO